5-fluoro-2-methyl-N-((6-methyl-4-(methylthio)-2-oxo-1,2-dihydropyridin-3-yl)methyl-d2)-1H-indole-3-carboxamide FC=1C=C2C(=C(NC2=CC1)C)C(=O)NC([2H])([2H])C=1C(NC(=CC1SC)C)=O